5-(4-fluoro-2'-methyl-5,6-dihydro-[3,4'-bipyridin]-1(2H)-yl)-7-(2-fluoro-4-(trifluoromethyl)phenyl)-N,N-dimethylthiazolo[4,5-d]pyrimidin-2-amine FC1=C(CN(CC1)C=1N=C(C2=C(N1)N=C(S2)N(C)C)C2=C(C=C(C=C2)C(F)(F)F)F)C2=CC(=NC=C2)C